CS(=O)(=O)C[C@]12CN(C[C@H](CC1)N2C(=O)OC(C)(C)C)C(=O)OCC2=CC=CC=C2 3-benzyl 8-tert-butyl (1R,5S)-1-[(methanesulfonyl)methyl]-3,8-diazabicyclo[3.2.1]octane-3,8-dicarboxylate